sodium furancarboxylate O1C(=CC=C1)C(=O)[O-].[Na+]